C(C=C)(=O)N1C[C@@H](N(CC1)C1=NC(N2C3=C(C=C(C=C13)Cl)S(C[C@@H](C2)OC)C2=C(C=C(C(=C2)Cl)F)F)=O)C (3R)-8-((s)-4-acryloyl-2-methylpiperazin-1-yl)-10-chloro-l-1-(5-chloro-2,4-difluorophenyl)-3-methoxy-3,4-dihydro-2H,6H-[1,4]thiazepino[2,3,4-ij]quinazolin-6-one